C[Si](O[Si](O[Si](O[Si](C)(C)C)(C=C)O[Si](C)(C)C)(C=C)O[Si](C)(C)C)(C)C 1,1,1,7,7,7-hexamethyl-3,5-bis(trimethylsiloxy)-3,5-Divinyltetrasiloxane